N(N)C1=NC2=CC(=CC=C2C(=N1)N(C1=CC=CC=C1)C)C 2-hydrazino-N,7-dimethyl-N-phenylquinazolin-4-amine